O=C1NC(CCC1N1C(C2=CC=C(C=C2C1=O)N1CCC(CC1)C#CC1=NC=C(C=C1)N1CCN(CC1)CC=1C=NC=2C=C(C(NC2C1)=O)CC)=O)=O 2-(2,6-dioxopiperidin-3-yl)-5-(4-((5-(4-((7-ethyl-6-oxo-5,6-dihydro-1,5-naphthyridin-3-yl)methyl)piperazin-1-yl)pyridin-2-yl)ethynyl)piperidin-1-yl)isoindoline-1,3-dione